C1(CCC1)C1=NOC=C1C(=O)O 3-cyclobutylisoxazole-4-carboxylic acid